[K+].O=C1N(C(C2=CC=CC=C12)=O)C(=O)[O-] 1,3-Dioxoisoindoline-2-carboxylic acid potassium salt